C(C1=CC=CC=C1)N(CC=1SC(=CC1)[N+](=O)[O-])CC1=CC(=C(C=C1)Cl)Cl N-Benzyl-N-(3,4-dichlorobenzyl)-1-(5-nitrothiophen-2-yl)methanamine